N4-[2-(dimethylphosphoryl)-5-(trifluoromethyl)phenyl]-N2-[(3S)-piperidin-3-yl]-5-(trifluoromethyl)pyrimidin-2,4-diamine CP(=O)(C)C1=C(C=C(C=C1)C(F)(F)F)NC1=NC(=NC=C1C(F)(F)F)N[C@@H]1CNCCC1